2-(3-((tetrahydro-2H-pyran-2-yl)oxy)isoxazol-5-yl)acetic acid O1C(CCCC1)OC1=NOC(=C1)CC(=O)O